1-[3-(4-Bromo-2-methyl-2H-pyrazol-3-yl)-4-methoxy-phenyl]-3-(4-chloro-2-trifluoromethyl-phenyl)-urea BrC1=C(N(N=C1)C)C=1C=C(C=CC1OC)NC(=O)NC1=C(C=C(C=C1)Cl)C(F)(F)F